(5-methyl-4,5,6,7-tetrahydropyrazolo[1,5-a]pyrazin-2-yl)methyl ((7-chloro-2-(2,6-dioxopiperidin-3-yl)-4-fluoro-3-oxoisoindolin-5-yl)methyl)carbamate ClC=1C=C(C(=C2C(N(CC12)C1C(NC(CC1)=O)=O)=O)F)CNC(OCC1=NN2C(CN(CC2)C)=C1)=O